cyanomethyl (S)-2-((tert-butoxycarbonyl)amino)-3-(4-(5-(4-carbamoylthiazol-2-yl)pyridin-2-yl)thiazol-2-yl)propanoate C(C)(C)(C)OC(=O)N[C@H](C(=O)OCC#N)CC=1SC=C(N1)C1=NC=C(C=C1)C=1SC=C(N1)C(N)=O